N-{4-[5-(1-benzothiophen-3-yl)-1H-indol-2-yl]phenyl}-1-(phenylacetyl)-L-prolinamide S1C=C(C2=C1C=CC=C2)C=2C=C1C=C(NC1=CC2)C2=CC=C(C=C2)NC([C@H]2N(CCC2)C(CC2=CC=CC=C2)=O)=O